(5-chloro-1-(4-methoxyphenyl)-1H-1,2,3-triazol-4-yl)methanol ClC1=C(N=NN1C1=CC=C(C=C1)OC)CO